FC=1C=C(C=C2CC(CC12)CN1CCC2(CN(C(O2)=O)C2=NC3=C(OCC(N3)=O)N=C2)CC1)NC(=O)[C@@H]1NCC[C@@H]1O (2R,3s)-N-[7-fluoro-2-[[2-oxo-3-(3-oxo-4H-pyrazino[2,3-b][1,4]oxazin-6-yl)-1-oxa-3,8-diazaspiro[4.5]decan-8-yl]methyl]indan-5-yl]-3-hydroxy-pyrrolidine-2-carboxamide